Cl.C[C@H]1OCC2([C@@H]1N)CCNCC2 (3R,4S)-3-methyl-2-oxa-8-azaspiro[4.5]decane-4-amine hydrochloride